F[C@@H]1CN(CC[C@H]1OCC#C)C(=O)OC(C)(C)C 1-Tert-butyl (3R,4R)-3-fluoro-4-prop-2-ynoxy-piperidine-1-carboxylate